N1=CC(=CC=C1)COC1=CC=NC=C1C=O 4-(pyridin-3-ylmethoxy)nicotinaldehyde